3-fluoro-1-(4-fluorophenyl)propan-1-ol FCCC(O)C1=CC=C(C=C1)F